C(CCC(=O)C)(=O)O.O=C(CCC(=O)O)C 4-oxopentanoic acid (levulinate)